N-(3-chloro-2-(piperidin-1-yl)phenyl)-3-(methylsulfonyl)benzenesulfonamide ClC=1C(=C(C=CC1)NS(=O)(=O)C1=CC(=CC=C1)S(=O)(=O)C)N1CCCCC1